S1C(=CC=C1)CC(=O)N 2-thiopheneethanamide